7-[5-(3,5-dichlorophenyl)-4,5-dihydro-5-(trifluoromethyl)-3-isoxazolyl]thieno[2,3-c]pyridine-4-carboxylic acid ClC=1C=C(C=C(C1)Cl)C1(CC(=NO1)C1=NC=C(C2=C1SC=C2)C(=O)O)C(F)(F)F